O=C1NC(CC[C@@H]1NC1=CC(=C(C=C1)C1CN(C1)C1CC(C1)C(=O)OC(C)(C)C)F)=O tert-butyl (1s,3s)-3-(3-(4-((2,6-dioxopiperidin-3-yl)amino)-2-fluorophenyl)azetidin-1-yl)cyclobutane-1-carboxylate